C(C=C)NCC([C@H](C=C)C)N (3S)-N1-allyl-3-methylpent-4-en-1,2-diamine